FC1=CC(=C(C=C1)N1N=CC(=C1)C(=O)OCC)O ethyl 1-(4-fluoro-2-hydroxyphenyl)pyrazole-4-carboxylate